5-(4-(2-(2-(3-(4-amino-3-(4-phenoxyphenyl)-1H-pyrazolo[3,4-d]pyrimidin-1-yl)piperidin-1-yl)ethoxy)ethyl)piperazin-1-yl)-2-(2,6-dioxopiperidin-3-yl)isoindoline-1,3-dione NC1=C2C(=NC=N1)N(N=C2C2=CC=C(C=C2)OC2=CC=CC=C2)C2CN(CCC2)CCOCCN2CCN(CC2)C=2C=C1C(N(C(C1=CC2)=O)C2C(NC(CC2)=O)=O)=O